3-chloro-4-((7-(3,4-dimethoxyphenyl)benzo[d]isothiazol-3-yl)amino)benzaldehyde ClC=1C=C(C=O)C=CC1NC1=NSC2=C1C=CC=C2C2=CC(=C(C=C2)OC)OC